BrC=1C=C(CS(=O)(=O)N2CC(C(CC2)(O)C2=CC(=CC=C2)OC)CN(C)C)C=CC1 1-((3-bromobenzyl)sulfonyl)-3-((dimethylamino)methyl)-4-(3-methoxyphenyl)piperidin-4-ol